C(CCCCC)C(C(=O)O)(CCCCCC)CCCCCC 2,2-dihexyl-octanoic acid